bis-(isocyanatomethyl)tricyclo[5.2.1.02,6]decane N(=C=O)CC12C3(CCC(C2CCC1)C3)CN=C=O